(2R,4r,6S)-4-hydroxy-2,6-dimethylpiperidine-1-carboxylic acid tert-butyl ester C(C)(C)(C)OC(=O)N1[C@@H](CC(C[C@@H]1C)O)C